C(C)N1C=NC(=C1)C(F)(F)F ethyl-4-(trifluoromethyl)-1H-imidazole